docosyl 7,7'-((3-((7-(dodecyloxy)-7-carbonylheptyl)(2-hydroxyethyl)amino)propyl)azanediyl)diheptanoate C(CCCCCCCCCCC)OC(CCCCCCN(CCCN(CCCCCCC(=O)[O-])CCCCCCC(=O)OCCCCCCCCCCCCCCCCCCCCCC)CCO)=C=O